difluoroaniline titanium dichloride [Cl-].[Cl-].[Ti+2].FN(C1=CC=CC=C1)F